3-[1-[3-(tert-Butoxycarbonylamino)propyl]pyrrolidin-2-yl]benzoic acid methyl ester COC(C1=CC(=CC=C1)C1N(CCC1)CCCNC(=O)OC(C)(C)C)=O